FC1(CN(CC(C1)C1=CC(=NC=2N1N=CN2)C)C(=O)C2=CC(=CC=C2)I)F 3,3-Difluoro-1-[(3-iodophenyl)carbonyl]-5-{5-methyl-[1,2,4]triazolo[1,5-a]pyrimidin-7-yl}piperidine